N-[4-(6,7-dimethoxyquinolin-4-yl)oxy-3-fluorophenyl]-4-hydroxy-6-methyl-5-[(E)-4-methylpent-1-enyl]Pyridine-3-carboxamide COC=1C=C2C(=CC=NC2=CC1OC)OC1=C(C=C(C=C1)NC(=O)C=1C=NC(=C(C1O)\C=C\CC(C)C)C)F